N[C@@H](CC(C)C)C(=O)OCC=C allyl L-leucinate